N1N=CC(=C1)C(=O)N pyrazol-4-carboxamide